4-chloro-6-(2-furyl)-2-isopropyl-pyrimidine-5-carboxylic acid ethyl ester C(C)OC(=O)C=1C(=NC(=NC1C=1OC=CC1)C(C)C)Cl